O=C(CCCCCCC(=O)OC)NC1=CC=CC=C1 Methyl 8-oxo-8-(phenylamino)octanoate